(S)-6-((5-fluoropyridin-2-yl)amino)-4-((4-methoxy-1-methyl-5-(2,2,2-trifluoro-1-methoxyethyl)-1H-indazol-3-yl)amino)-N-(methyl-d3)nicotinamide FC=1C=CC(=NC1)NC1=NC=C(C(=O)NC([2H])([2H])[2H])C(=C1)NC1=NN(C2=CC=C(C(=C12)OC)[C@@H](C(F)(F)F)OC)C